8-(4-(2-hydroxy-2-phenylethyl)piperazin-1-yl)-5-methyl-7-nitro-6-oxo-5,6-dihydro-1,5-naphthyridine OC(CN1CCN(CC1)C1=C(C(N(C=2C=CC=NC12)C)=O)[N+](=O)[O-])C1=CC=CC=C1